dl-2,6-diisopropylbenzene C(C)(C)C1=CC(=CC=C1)C(C)C